[Na+].C1(CCCCC1)NS([O-])(=O)=O.ClC1=NC=CC(=N1)C1=CC=C(C=C1)COC 2-chloro-4-(4-(methoxymethyl)phenyl)pyrimidine cyclohexylsulfamate sodium